Cl[Si](CCC(C(C(C(C(C(C(C(C(C(F)(F)F)(F)F)(F)F)(F)F)(F)F)(F)F)(F)F)(F)F)(F)F)(F)F)(Cl)Cl trichloro(3,3,4,4,5,5,6,6,7,7,8,8,9,9,10,10,11,11,12,12,12-henicosafluorododecyl)silane